6-(cyclopropanecarboxamido)-4-((2-methoxy-3-(1-(2-methoxycyclopentyl)-1H-pyrazol-4-yl)phenyl)amino)pyridazine-3-carboxamide C1(CC1)C(=O)NC1=CC(=C(N=N1)C(=O)N)NC1=C(C(=CC=C1)C=1C=NN(C1)C1C(CCC1)OC)OC